N1(CCCC1)C1=C(CN2CC3(CCN3C(=O)N3N=CN=C3)C2)C=CC(=C1)C(F)(F)F (6-(2-(pyrrolidin-1-yl)-4-(trifluoromethyl)benzyl)-1,6-diazaspiro[3.3]heptan-1-yl)(1H-1,2,4-triazol-1-yl)methanone